C(CSSCCS(=O)(=O)O)S(=O)(=O)O 2,2'-dithiobisethanesulfonic acid